FC(S(=O)(=O)OCC1(O[C@H](C[C@H]1OC(C1=CC=CC=C1)(C1=CC=CC=C1)C1=CC=C(C=C1)OC)N1C(NC(C=C1)=O)=O)COS(=O)(=O)C(F)(F)F)(F)F [(3R,5R)-5-(2,4-dioxo-3H-pyrimidin-1-yl)-3-[(4-methoxyphenyl) diphenylmethoxy]-2-[(trifluoromethanesulfonyloxy)methyl] oxolan-2-yl]methyl trifluoromethanesulfonate